N1N=CC2=CC(=CC=C12)C1=CC2=C(N(C3=C(O2)C=C(C=C3)C=3C=C2C=NNC2=CC3)C3CCNCC3)N=C1 3,7-di(1H-indazol-5-yl)-10-(piperidin-4-yl)-10H-benzo[b]pyrido[2,3-e][1,4]oxazine